CC=1C(=COC1)C(=O)O 4-METHYL-3-FURANCARBOXYLIC ACID